Methyl (3S)-1-[5-bromo-6-fluoro-4-(2-methoxyethoxy)pyridin-2-yl]pyrrolidine-3-carboxylate BrC=1C(=CC(=NC1F)N1C[C@H](CC1)C(=O)OC)OCCOC